CN(CCC1=CN(C2=CC=CC=C12)C(=O)OCOC(CCCCC(=O)O)=O)C 6-(((3-(2-(Dimethylamino)-ethyl)-1H-indole-1-carbonyl)-oxy)methoxy)-6-oxohexanoic acid